monoethyl-gadolinium maleate C(\C=C/C(=O)[O-])(=O)[O-].C(C)[Gd+2]